(R)-2-(6-(2-(5-chloro-2-(trifluoromethyl)benzyl)-2H-tetrazol-5-yl)pyridin-2-yl)-2-hydroxypropane-1-sulfonamide ClC=1C=CC(=C(CN2N=C(N=N2)C2=CC=CC(=N2)[C@@](CS(=O)(=O)N)(C)O)C1)C(F)(F)F